methyl 3-(((1-isopropyl-1H-imidazol-5-yl)methyl)amino)-4-nitrobenzoate C(C)(C)N1C=NC=C1CNC=1C=C(C(=O)OC)C=CC1[N+](=O)[O-]